cyclopenta[c]pyridine-4-carboxylate C=1NC=C(C=2C1C=CC2)C(=O)[O-]